6,8-Dihydro-5H-imidazo[1,2-a]pyrazin-7-yl-[3-[[[1-[(2,4-dimethoxyphenyl)methylamino]isoquinolin-5-yl]amino]methyl]-1-bicyclo[1.1.1]pentanyl]methanone N=1C=CN2C1CN(CC2)C(=O)C21CC(C2)(C1)CNC1=C2C=CN=C(C2=CC=C1)NCC1=C(C=C(C=C1)OC)OC